C1(CC1)CNC1=C2CN(C(C2=CC=C1)=O)C=1C=CC=C2C(=CNC12)C1=NC(=NC=C1C)NC1=NN(C(=C1)C)C 4-((cyclopropylmethyl)amino)-2-(3-(2-((1,5-dimethyl-1H-pyrazol-3-yl)amino)-5-methylpyrimidin-4-yl)-1H-indol-7-yl)isoindolin-1-one